(E)-3-(4-Hydroxy-3-nitrophenyl)-1-(4-methylsulfanylphenyl)prop-2-en-1-one OC1=C(C=C(C=C1)/C=C/C(=O)C1=CC=C(C=C1)SC)[N+](=O)[O-]